C1(=CC=CC=C1)S(=O)(=O)N1C=CC=2C1=NC=CC2[N+](=O)[O-] 1-(benzenesulfonyl)-4-nitro-pyrrolo[2,3-b]pyridine